C(CCCCCCC)C1=C(C1)CCCCCCC(=O)O 7-(2-octylcycloprop-1-en-1-yl)heptanoic acid